NCC1=CC(=C(C(=C1)C)NC(=O)C1=CC2=C(OCCC3=C2SC=C3)C=C1C=1C(=NC(=CC1)C(=O)N1[C@H](CCCC1)C1=CC=CC=C1)C(=O)OC)C methyl (R)-3-(9-((4-(aminomethyl)-2,6-dimethylphenyl)carbamoyl)-4,5-dihydrobenzo[b]thieno[2,3-d]oxepin-8-yl)-6-(2-phenylpiperidine-1-carbonyl)picolinate